ClC1=C(C=C2C[C@@H](CN3C2=C1C=C3)N(C(OC(C)(C)C)=O)C)F tert-butyl (S)-(9-chloro-8-fluoro-5,6-dihydro-4H-pyrrolo[3,2,1-ij]quinolin-5-yl)(methyl)carbamate